N-[2-(4-bromo-2-chloro-phenyl)-2,2-difluoroethyl]-3,6-dichloro-pyridazine-4-carboxamide BrC1=CC(=C(C=C1)C(CNC(=O)C1=C(N=NC(=C1)Cl)Cl)(F)F)Cl